(2R,3S)-1-((benzyloxy)carbonyl)-2-(carboxymethyl)-3-methylazetidine-2-carboxylic acid disodium salt dihydrate O.O.[Na+].[Na+].C(C1=CC=CC=C1)OC(=O)N1[C@]([C@H](C1)C)(C(=O)[O-])CC(=O)[O-]